C(C)(=O)OC(C=CC1=CC=C(C=C1)C(C)(C)C)OC(C)=O 3-(4-(tert-butyl)phenyl)prop-2-ene-1,1-diyl diacetate